Cl.C(C)(C)(C)OC(=O)N[C@H](C(=O)O)CC(=O)OC (S)-2-((tert-butoxycarbonyl)amino)-4-methoxy-4-oxobutyric acid hydrochloride